1-(1-methylcyclopropyl)-1,4-dihydropyrazine-2,3-dione CC1(CC1)N1C(C(NC=C1)=O)=O